C(CCCCCCCCCCCCC)(=O)OC[C@@H](CN)OC(CCCCCCCCCCCCC)=O (R)-3-aminopropane-1,2-diyl ditetradecanoate